FC1=C2C=NN(C2=C(C(=C1)[C@@H]1[C@H](C1)C=1C=2N(N=C(C1)C=1C(=NC(=NC1)OC)OC)C=CN2)F)CC(F)(F)F 8-((1S,2S)-2-(4,7-difluoro-1-(2,2,2-trifluoroethyl)-1H-indazol-6-yl)cyclopropyl)-6-(2,4-dimethoxypyrimidin-5-yl)imidazo[1,2-b]pyridazine